Tert-butyl (2S)-4-((4-(bis(2,4-dimethoxybenzyl)amino)-2-(pent-2-yloxy)imidazo[2,1-f][1,2,4]triazin-7-yl)methyl)-2-methylpiperazin-1-carboxylate COC1=C(CN(C2=NC(=NN3C2=NC=C3CN3C[C@@H](N(CC3)C(=O)OC(C)(C)C)C)OC(C)CCC)CC3=C(C=C(C=C3)OC)OC)C=CC(=C1)OC